ethylene glycol methyl difluoroethyl ether FC(COCCOC)F